triethylene glycol e-bis-(2-ethylbutyrate) C(C)C(C(=O)OCCOCCOCCOC(C(CC)CC)=O)CC